bis[(3-trimethoxysilyl)propyl]ethylenediamine CCC(N(CCN)C(CC)[Si](OC)(OC)OC)[Si](OC)(OC)OC